OS(=O)(=O)[O-] Hydroxy-sulfonate